ClC1=CC=C(C=C1)NC(N(C)C(C)C1=CNC(C2=C(C(=CC=C12)F)F)=O)=O 3-(4-chlorophenyl)-1-(1-(7,8-difluoro-1-oxo-1,2-dihydroisoquinolin-4-yl)ethyl)-1-methylurea